4-((3-(4-(di-fluoromethoxy)phenyl)imidazo[1,2-a]pyrazin-8-yl)amino)-N-methyl-2-(trifluoromethyl)benzamide FC(OC1=CC=C(C=C1)C1=CN=C2N1C=CN=C2NC2=CC(=C(C(=O)NC)C=C2)C(F)(F)F)F